6-chloro-N-(2-(2-fluorophenyl)pyridin-4-yl)pyrimidin-4-amine ClC1=CC(=NC=N1)NC1=CC(=NC=C1)C1=C(C=CC=C1)F